methyl (R)-2-((tert-butoxycarbonyl)amino)-5-oxo-6-(1,4-dioxaspiro[4.5]decan-8-ylidene)hexanoate C(C)(C)(C)OC(=O)N[C@@H](C(=O)OC)CCC(C=C1CCC2(OCCO2)CC1)=O